ClC=1C=C2C(=C(C=NC2=CC1)S(=O)(=O)N1CCOCC1)NC1=C(C(=O)O)C=CC=C1O 2-[(6-chloro-3-morpholinosulfonyl-4-quinolyl)amino]-3-hydroxy-benzoic acid